FC=1C=C(C=CC1F)S(=O)(=O)NC1=CC=C(C=C1)C=1C2=C(N=C(N1)NC(=O)C1CC1)NC=C2 N-(4-(4-((3,4-difluorophenyl)sulfonamido)phenyl)-7H-pyrrolo[2,3-d]pyrimidin-2-yl)cyclopropylcarboxamide